FC1=C(C(N(C1)S(=O)(=O)C1=CC=C(C)C=C1)C)C(=O)OCC ethyl 4-fluoro-2-methyl-1-tosyl-2,5-dihydro-1H-pyrrole-3-carboxylate